S(=O)(=O)([O-])[O-].F[BH-](F)F.F[BH-](F)F.[Li+] lithium bis(trifluoroborate) sulfate